FC(C1=CC=C(C=C1)N1CC2N(C3=C1C=CC=N3)C(NC2)=O)(F)F 5-(4-(trifluoromethyl)phenyl)-6,6a,7,8-tetrahydroimidazo[1,5-a]pyrido[3,2-e]pyrazin-9(5H)-one